O=C1CC2CCC(C1)N2 3-oxo-8-azabicyclo[3.2.1]octane